C(C1=CC=CC=C1)OC(=O)C1NC2=C(CC1)OC(=N2)C2=CC=C(C=C2)Cl 2-(4-Chlorophenyl)-6,7-dihydro-oxazolo[5,4]pyridine-5(4H)-carboxylic acid benzyl ester